C(C)(C)(C)OC(N[C@@H](CC1=CNC2=CC=C(C=C12)Cl)CC1=CC=CC=C1)=O (R)-(1-(5-chloro-1H-indol-3-yl)-3-phenylpropan-2-yl)carbamic acid tert-butyl ester